Cl.FC1=CC=C(OCC=2C=C(C=NC2)[C@](O)(C2(CNC2)C)C2=CC=C(C=C2)C(C)C)C=C1 (R)-[5-(4-fluoro-phenoxymethyl)-pyridin-3-yl]-(4-isopropyl-phenyl)-(3-methyl-azetidin-3-yl)-methanol, hydrochloride salt